C(C=C)(=O)N1CCN(CC1)C1=C(C(=NC=2CN(CCC12)C1=C(C=CC=C1)OCOC)NC1CCN(CC1)C)C#N 4-(4-acryloylpiperazin-1-yl)-7-(2-(methoxymethoxy)phenyl)-2-((1-methylpiperidin-4-yl)amino)-5,6,7,8-tetrahydro-1,7-naphthyridine-3-carbonitrile